6-((3-amino-4-bromo-1H-pyrazol-1-yl)methyl)nicotinonitrile NC1=NN(C=C1Br)CC1=NC=C(C#N)C=C1